(R)-5-(5-(1-methyl-1H-pyrazol-4-yl)-1H-pyrrolo[2,3-b]pyridin-3-yl)-N-(1,1,1-trifluoropropan-2-yl)pyrazolo[1,5-a]pyridine-3-carboxamide CN1N=CC(=C1)C=1C=C2C(=NC1)NC=C2C2=CC=1N(C=C2)N=CC1C(=O)N[C@@H](C(F)(F)F)C